1-[4-[5-methoxy-4-[3-methyl-4-(1-methylbenzotriazol-5-yl)oxy-anilino]pyrido[3,4-d]pyrimidin-6-yl]piperazin-1-yl]prop-2-en-1-one COC1=C(N=CC=2N=CN=C(C21)NC2=CC(=C(C=C2)OC2=CC1=C(N(N=N1)C)C=C2)C)N2CCN(CC2)C(C=C)=O